N-(4-(2-acetyl-5-methoxyphenoxy)phenyl)nicotinamide C(C)(=O)C1=C(OC2=CC=C(C=C2)NC(C2=CN=CC=C2)=O)C=C(C=C1)OC